C(#N)C1=C(C=C(C=C1)CCC(=O)NC1=CC(=NN1)C1=CC=NC=C1)F 3-(4-cyano-3-fluorophenyl)-N-(3-(pyridin-4-yl)-1H-pyrazol-5-yl)propanamide